cyclopenta[d]pyrimidin-7-yl acetate C(C)(=O)OC=1C=CC=2C1NC=NC2